9-methyltetracyclo[6.2.1.13,6.02,7]Dodec-4-ene CC1C2C3C4C=CC(C3C(C1)C2)C4